2,6-dibromo-4-(heptafluoropropane-2-yl)aniline (1-ethyl-1H-benzotriazol-5-yl)methyl-(2-(2-methoxy-4-methylphenyl)-4-methyl-1,3-thiazol-5-yl)carbamate C(C)N1N=NC2=C1C=CC(=C2)CN(C(O)=O)C2=C(N=C(S2)C2=C(C=C(C=C2)C)OC)C.BrC2=C(N)C(=CC(=C2)C(C(F)(F)F)(C(F)(F)F)F)Br